C(=CCC)C1C2C=CC(C1)C2 5-butenyl-2-norbornene